COC1=CC=C(CN(C2=C(C(=C(C(=C2F)C)CC=O)Br)F)CC2=CC=C(C=C2)OC)C=C1 (4-(bis(4-methoxybenzyl)amino)-2-bromo-3,5-difluoro-6-methylphenyl)acetaldehyde